tert-butyl 2-((3-octyl-1,2,4-oxadiazol-5-yl)methyl)acrylate C(CCCCCCC)C1=NOC(=N1)CC(C(=O)OC(C)(C)C)=C